ClNS([O-])(=O)=O.[Na+] SODIUM CHLOROSULFAMATE